tert-Butyl N-[2-[2-(1-adamantyl)ethylamino]ethyl]carbamate C12(CC3CC(CC(C1)C3)C2)CCNCCNC(OC(C)(C)C)=O